cyclooctyl bromoformate BrC(=O)OC1CCCCCCC1